tert-butyl 7-chloro-5-methoxy-3,4-dihydro-1H-isoquinoline-2-carboxylate ClC1=CC(=C2CCN(CC2=C1)C(=O)OC(C)(C)C)OC